CC1=CC(=C(C=C1)OC=C)C#CC1=CC=CC=C1 4-methyl-2-(phenylethynyl)-1-(vinyloxy)benzene